FC=1C=C(CC=2N(C(N(C2)C2CCN(CC2)C)=O)CC2=CC=C(C=C2)OCC(C)C)C=CC1 (3-Fluorobenzyl)-3-(4-isobutoxybenzyl)-1-(1-methylpiperidin-4-yl)-1,3-dihydro-2H-imidazol-2-one